ClC1=CC(=C(N=N1)C(=O)NC([2H])([2H])[2H])NC1=C(C(=CC=C1)C#N)OC 6-chloro-4-((3-cyano-2-methoxyphenyl)amino)-N-(methyl-d3)pyridazine-3-carboxamide